[Cl-].C(CCCCCCCCCCC)[N+](C(C1=CC=CC=C1)CC)(C)C dodecyldimethyl-(ethylbenzyl)ammonium chloride